FC1=CC=C(C=C1)CC(=O)O p-fluorophenyl-acetic acid